ClC=1C=C(C=CC1F)C1=NC=CC=C1C1=CC2=C(N=CN(S2(=O)=O)C)C=C1 7-(2-(3-Chloro-4-fluorophenyl)pyridin-3-yl)-2-methyl-2H-benzo[e][1,2,4]thiadiazine 1,1-dioxide